2-formylacetate C(=O)CC(=O)[O-]